C1(=CC=CC=C1)C1=NC(=NC(=N1)C1=CC=CC=C1)C1=CC=C(C=C1)C1=CC=C(C2=CC=CC=C12)C=1C=C(C=CC1)P(CC(C)(C)C)(CC(C)(C)C)=O (3-(4-(4-(4,6-diphenyl-1,3,5-triazin-2-yl)phenyl)naphthalen-1-yl)phenyl)dineopentylphosphine oxide